OC1(COC1)C1=CC(=C(C=C1)C(=O)N1CCC(CC1)OC1=CC=C(C=C1)C(F)(F)F)N1CCOCC1 (4-(3-hydroxyoxetan-3-yl)-2-morpholinophenyl)(4-(4-(trifluoromethyl)phenoxy)piperidin-1-yl)methanone